ClC1=C(C2=CN(N=C2C(=C1)C(NC=1C=C(C=2N(C1)C=C(N2)C)F)=O)C)N2CCN(CC2)C(=O)OC(C)(C)C tert-butyl 4-[5-chloro-7-({8-fluoro-2-methylimidazo[1,2-a]pyridin-6-yl} carbamoyl)-2-methylindazol-4-yl]piperazine-1-carboxylate